5-(((5-fluoro-2,3-dihydrobenzofuran-4-yl)methyl)amino)-8-(6-formyl-4-methylpyridin-3-yl)imidazo[1,2-c]pyrimidine-2-carbonitrile FC=1C=CC2=C(CCO2)C1CNC1=NC=C(C=2N1C=C(N2)C#N)C=2C=NC(=CC2C)C=O